rel-3-(5-(difluoromethyl)-1,3,4-thiadiazol-2-yl)-8-((2R,5S)-5-ethyl-2-(hydroxymethyl)morpholino)-N-(1-methylcyclopropyl)imidazo[1,2-a]pyridine-6-sulfonamide FC(C1=NN=C(S1)C1=CN=C2N1C=C(C=C2N2C[C@@H](OC[C@@H]2CC)CO)S(=O)(=O)NC2(CC2)C)F |o1:18,21|